tert-Butyl (3S*)-3-((2-((S)-((tert-butoxycarbonyl)amino)(4,4-difluorocyclohexyl)methyl)imidazo[1,2-b]pyridazin-7-yl)methyl)-2-oxo-5-(trifluoromethyl)piperidine-1-carboxylate C(C)(C)(C)OC(=O)N[C@H](C=1N=C2N(N=CC(=C2)C[C@H]2C(N(CC(C2)C(F)(F)F)C(=O)OC(C)(C)C)=O)C1)C1CCC(CC1)(F)F |o1:18|